BrC1=CC=C(C2=C1CCO2)CC2=NC1=C(N2C[C@H]2OCC2)C=C(C=C1)C(=O)OC (S)-methyl 2-((4-bromo-2,3-dihydrobenzofuran-7-yl)methyl)-1-(oxetan-2-ylmethyl)-1H-benzo[d]imidazole-6-carboxylate